2-(5-(2-(1H-Tetrazol-5-yl)phenyl)isoindolin-2-yl)-4,5,6,7-tetrahydrobenzo[d]thiazole N1N=NN=C1C1=C(C=CC=C1)C=1C=C2CN(CC2=CC1)C=1SC2=C(N1)CCCC2